(E)-N'-cyano-2-((R)-1-(ethylsulfonyl)pyrrolidin-2-yl)-N-((1,2,3,5,6,7-hexahydro-s-indacen-4-yl)carbamoyl)ethene-1-sulfonimidamide C(#N)N=S(=O)(NC(NC1=C2CCCC2=CC=2CCCC12)=O)\C=C\[C@@H]1N(CCC1)S(=O)(=O)CC